F/C=C(\CN)/COC=1C=NC(=NC1)N1C[C@H](CC1)OC (E)-3-Fluoro-2-[[2-[(3S)-3-methoxypyrrolidin-1-yl]pyrimidin-5-yl]oxymethyl]prop-2-en-1-amine